ethyl-(1s,4s)-4-((2-chloro-5-nitropyrimidin-4-yl)amino)-1-methylcyclohexane C(C)C1(CCC(CC1)NC1=NC(=NC=C1[N+](=O)[O-])Cl)C